BrC1=CC=C(C=C1)C1=C(C=C(C(=C1)C)\C=C\C)C (E)-4'-bromo-2,5-dimethyl-4-propenyl-1,1'-biphenyl